5-(5-{[(1S,2S,3R)-2-fluoro-8-azabicyclo[3.2.1]octan-3-yl](methyl)amino}pyrazin-2-yl)-2-methyl-1-benzofuran-4-ol F[C@H]1[C@@H]2CCC(C[C@H]1N(C=1N=CC(=NC1)C1=CC=C3C(C=C(O3)C)=C1O)C)N2